phenyl-ethylacetylurea C1(=CC=CC=C1)NC(N(C(C)=O)CC)=O